C1=CC=CC=2C3=CC=CC=C3C(C12)COC(=O)N([C@H](C(=O)O)COC)C (2S)-2-[9H-fluoren-9-ylmethoxycarbonyl(methyl)amino]-3-methoxy-propanoic acid